1,1,1,3,4,4,5,5,5-nonafluoro-2-pentene FC(C=C(C(C(F)(F)F)(F)F)F)(F)F